[C@H]12N(C[C@H](NC1)C2)C2=C(C=C(C=C2)F)C=2C(=NC(=NC2)C2=C(C=CC=C2OC)F)C(=O)N (2-((1R,4R)-2,5-diazabicyclo[2.2.1]hept-2-yl)-5-fluorophenyl)-2-(2-fluoro-6-methoxyphenyl)pyrimidine-4-carboxamide